C(#N)C1=C(C=C(C=C1)N1C(N(C(C1)C#N)C1=CN=CC2=CC=CC=C12)=O)F 1-(4-cyano-3-fluorophenyl)-3-(isoquinolin-4-yl)-2-oxoimidazoline-4-carbonitrile